2-chloro-5-(1H-imidazol-1-yl)benzonitrile ClC1=C(C#N)C=C(C=C1)N1C=NC=C1